water silicon manganese calcium [Ca].[Mn].[Si].O